COC1=CC=C(C=C1)NC=1S(C=CC1)CCC N-(4-methoxyphenyl)-S-propylthiophenamine